N-(n-butyl)thiophosphoric Triamide CCCCNP(=S)(N)N